COC1=CC=CC(=N1)CN(C(=O)N)C 1-[(6-methoxypyridin-2-yl)methyl]-1-methylurea